FC(C1=NN=C(O1)C1=CC(=C(CN2N=NC(=C2)C2=CC=C(C=C2)C2CN(C2)C(=O)OC(C)(C)C)C=C1)F)F tert-butyl 3-(4-(1-(4-(5-(difluoromethyl)-1,3,4-oxadiazol-2-yl)-2-fluorobenzyl)-1H-1,2,3-triazol-4-yl)phenyl)azetidin-1-carboxylate